FC=1C(=C(C=CC1F)C1CCN(CC1)C(=O)C1=NNC=2CN(CCC21)CC(F)(F)F)C(F)(F)F (4-(3,4-difluoro-2-(trifluoromethyl)phenyl)piperidin-1-yl)(6-(2,2,2-trifluoroethyl)-4,5,6,7-tetrahydro-1H-pyrazolo[3,4-c]pyridin-3-yl)methanone